[OH-].[OH-].[OH-].C(CCCCCCCCC)[Ti+3] mono-n-decyltitanium trishydroxide